C12(CC3CC(CC(C1)C3)C2)CC(=O)N2CCC3(CC(C3)N3CCC(CC3)N3N=C(C=1C3=NC=NC1N)C1=CC=C(C=C1)OC1=CC=CC=C1)CC2 2-((3r,Sr,7r)-adamantan-1-yl)-1-(2-(4-(4-amino-3-(4-phenoxyphenyl)-1H-pyrazolo[3,4-d]pyrimidin-1-yl)piperidin-1-yl)-7-azaspiro[3.5]nonan-7-yl)ethan-1-one